(2-(benzyloxy)-6-((7-(benzyloxy)-6-(methoxy-d3)-1,2,3,4-tetrahydroisoquinolin-1-yl-3,3-d2)methyl)-3-(methoxy-d3)phenyl)methanol C(C1=CC=CC=C1)OC1=C(C(=CC=C1OC([2H])([2H])[2H])CC1NC(CC2=CC(=C(C=C12)OCC1=CC=CC=C1)OC([2H])([2H])[2H])([2H])[2H])CO